2-(2-methyl-2-(pyridin-3-yl)propanamido)-9-(5,6,7,8-tetrahydro-1,8-naphthyridin-2-yl)nonanoic acid CC(C(=O)NC(C(=O)O)CCCCCCCC1=NC=2NCCCC2C=C1)(C)C=1C=NC=CC1